(Z)-3-((tert-butylamino)methylene)-2-((2-(4-fluorophenyl)oxazol-5-yl)methyl)benzopyran-4-one C(C)(C)(C)N\C=C/1\C(OC2=C(C1=O)C=CC=C2)CC2=CN=C(O2)C2=CC=C(C=C2)F